O.Cl.ClC=1C=CC2=C([C@H](CNCC2)C)C1.ClC=1C=CC2=C([C@H](CNCC2)C)C1.Cl (R)-8-chloro-1-methyl-2,3,4,5-tetrahydro-1H-3-benzazepine hydrochloride hemihydrate